Tetraethylammonium (S)-3-cyclopropyl-2-(2-((S)-1-(2,3-difluorobenzyl)-5-oxopyrrolidin-2-yl)acetamido)propanoate C1(CC1)C[C@@H](C(=O)[O-])NC(C[C@H]1N(C(CC1)=O)CC1=C(C(=CC=C1)F)F)=O.C(C)[N+](CC)(CC)CC